C(=O)O.C(CCC)[Mg]Br n-butylmagnesium bromide format